benzhydryl-(1-ethyl-3-tert-butyl-cyclopentadienyl)(2,7-di-tert-butyl-fluorenyl)zirconium dichloride [Cl-].[Cl-].C(C1=CC=CC=C1)(C1=CC=CC=C1)[Zr+2](C1=C(C=CC=2C3=CC=C(C=C3CC12)C(C)(C)C)C(C)(C)C)C1(C=C(C=C1)C(C)(C)C)CC